(2R,3R)-3,5,7-trihydroxy-2-(4-hydroxyphenyl)-2,3-dihydrochromen-4-one O[C@@H]1[C@H](OC2=CC(=CC(=C2C1=O)O)O)C1=CC=C(C=C1)O